BrC1=CN=CC(=N1)N(C)C1CCC1 6-bromo-N-cyclobutyl-N-methyl-pyrazin-2-amine